5-Ethynyl-2-(methylsulfonyl)-3-nitropyridine C(#C)C=1C=C(C(=NC1)S(=O)(=O)C)[N+](=O)[O-]